(S)-methyl 4-methyl-2-(5-(3-(5-(pentan-3-ylcarbamoyl)oxazol-2-yl)phenyl)-1H-pyrazole-3-carboxamido)pentanoate CC(C[C@@H](C(=O)OC)NC(=O)C1=NNC(=C1)C1=CC(=CC=C1)C=1OC(=CN1)C(NC(CC)CC)=O)C